3-oxo-4-phenyl-3,4-dihydropyrazine-2-carboxamide O=C1C(=NC=CN1C1=CC=CC=C1)C(=O)N